2-amino-4-[6-chloro-8-fluoro-2-[[(1R,2S,5S)-3-methyl-3-azabicyclo[3.1.0]hexan-2-yl]methoxy]quinazolin-7-yl]-7-fluoro-benzothiophene-3-carbonitrile NC=1SC2=C(C1C#N)C(=CC=C2F)C2=C(C=C1C=NC(=NC1=C2F)OC[C@@H]2[C@@H]1C[C@@H]1CN2C)Cl